trimethyl-styrylphenol CC=1C(=C(C(=C(C1)O)C=CC1=CC=CC=C1)C)C